3',4',7-trihydroxy-2'-isopentenyl-flavanone OC=1C(=C(C2OC3=CC(=CC=C3C(C2)=O)O)C=CC1O)CCC(=C)C